C(C=C)(=O)N1C[C@@H](N(CC1)C=1C2=C(N(C(N1)=O)C=1C(=NC=NC1C)C)N=C(C=C2F)C2=C(C=CC=C2O)F)C (S)-4-(4-acryloyl-2-methylpiperazin-1-yl)-1-(4,6-dimethylpyrimidin-5-yl)-5-fluoro-7-(2-fluoro-6-hydroxyphenyl)pyrido[2,3-d]pyrimidin-2(1H)-one